O1N=C(C=C1)NC(=O)[C@H]1CC12CCN(CC2)C(=O)OC(C(F)(F)F)C(F)(F)F 1,1,1,3,3,3-Hexafluoropropan-2-yl (S)-1-(isoxazol-3-ylcarbamoyl)-6-azaspiro[2.5]octan-6-carboxylat